NC1=CC=C2C(=N1)CCC2NC([C@H](C)NC(=O)[C@@H]2NCC[C@@H](C2)C2=C(C=C(C=C2)F)F)=O (2R,4S)-N-((2S)-1-((2-amino-6,7-dihydro-5H-cyclopenta[b]pyridin-5-yl)amino)-1-oxopropan-2-yl)-4-(2,4-difluorophenyl)piperidine-2-carboxamide